CC1OC(CN(C1)C=1C=C2C=CC(=CC2=CC1)NC1CCC(CC1)C(=O)N)C (1S,4s)-4-((6-(2,6-dimethylmorpholino)naphthalen-2-yl)amino)cyclohexane-1-carboxamide